ClC1=C(C=CC=2C3=C(NC12)CCN([C@@H]3C)C(=O)C3=NC=C(C=N3)N3CCN(CC3)C)Cl (R)-(6,7-dichloro-1-methyl-1,3,4,5-tetrahydro-2H-pyrido[4,3-b]indol-2-yl)(5-(4-methylpiperazin-1-yl)pyrimidin-2-yl)methanone